(3R,4R)-1-(1H-benzo[d]imidazol-5-yl)-3-cyclopropyl-4-(2-methyl-4-(4-(trifluoromethyl)-1H-imidazol-1-yl)phenyl)azetidin-2-one N1C=NC2=C1C=CC(=C2)N2C([C@@H]([C@@H]2C2=C(C=C(C=C2)N2C=NC(=C2)C(F)(F)F)C)C2CC2)=O